n-propanol HCl Cl.C(CC)O